α-Hydroxy-Glutaric Acid OC(C(=O)O)CCC(=O)O